C(C)(C)(C)OC(N[C@H](C(=O)NN(C(C(F)Cl)=O)CCC(=O)N)CC12CC(C1)C2)=O tert-butyl((2S)-1-(2-(3-amino-3-oxopropyl)-2-(2-chloro-2-fluoroacetyl) hydrazineyl)-3-(bicyclo[1.1.1]pentan-1-yl)-1-oxopropan-2-yl)carbamate